4-morpholinylacetaldehyde hydrochloride hydrate O.Cl.N1(CCOCC1)CC=O